O1CCN(CC1)CCOC1=CC=C(C=C1)CCC(=O)O 3-(4-(2-morpholinoethoxy)phenyl)propanoic acid